2-(1-NAPHTHALENYL)-Benzenamine C1(=CC=CC2=CC=CC=C12)C1=C(C=CC=C1)N